Cl.CC1=CC=2C=3N(C(=NC2C(=C1)[C@@H](C)N)N1CCCCC1)N=C(N3)C3=CC=CC=C3 (R)-1-(9-methyl-2-phenyl-5-(piperidin-1-yl)-[1,2,4]triazolo[1,5-c]quinazolin-7-yl)ethan-1-amine, hydrochloride